CN(C1CCN(CC1)CC(=O)N1[C@@H](CCC1)C#N)C=1C=C2C=CC=NC2=CC1 (2S)-1-[2-[4-[methyl(6-quinolyl)amino]-1-piperidyl]acetyl]pyrrolidine-2-carbonitrile